ClC1=C(C(=CC=C1N)Cl)C=1C2=CC=C(N2)C(=C2C=CC(C(=C3C=CC(=C(C=4C=CC1N4)C4=C(C(=CC=C4Cl)N)Cl)N3)C3=C(C(=CC=C3Cl)N)Cl)=N2)C2=C(C(=CC=C2Cl)N)Cl 5,10,15,20-tetrakis(2,6-dichloro-3-aminophenyl)-porphyrin